(3-ethoxyazetidin-1-yl)-[(4S)-7-chloro-6-(3-fluoro-2-pyridyl)-4-methyl-8-(trifluoromethyl)-4H-imidazo[1,2-a][1,4]benzodiazepin-2-yl]methanone C(C)OC1CN(C1)C(=O)C=1N=C2N(C3=C(C(=N[C@H]2C)C2=NC=CC=C2F)C(=C(C=C3)C(F)(F)F)Cl)C1